FC1=C(C=CC=C1C[C@@H]1N(CC2(CC2)[C@@H]1NS(=O)(=O)CF)C(=O)NC[C@@H](C)F)C1=CC=CC=C1 (6S,7S)-6-((2-fluoro-[1,1'-biphenyl]-3-yl)methyl)-7-((fluoromethyl)sulfonamido)-N-((R)-2-fluoropropyl)-5-azaspiro[2.4]heptane-5-carboxamide